N-(3-(2-cyanopropan-2-yl)phenyl)-6-(7-((4-methoxybenzyl)(methyl)amino)-1,6-naphthyridin-3-yl)pyridazine-4-carboxamide C(#N)C(C)(C)C=1C=C(C=CC1)NC(=O)C1=CN=NC(=C1)C=1C=NC2=CC(=NC=C2C1)N(C)CC1=CC=C(C=C1)OC